C(C1=CC=CC=C1)N1C[C@H]2C([C@H]2C1)C1=NN=CN1C (1r,5s)-3-benzyl-6-(4-methyl-1,2,4-triazol-3-yl)-3-azabicyclo[3.1.0]hexane